6-bromo-4-iodo-1,3-benzothiazol-2-amine BrC1=CC2=C(N=C(S2)N)C(=C1)I